N-cyclopentyl-3-((4-(2,3-dichlorophenyl)piperazin-1-yl)(4-hydroxy-3'-methyl-[1,1'-biphenyl]-3-yl)methyl)benzamide C1(CCCC1)NC(C1=CC(=CC=C1)C(C=1C=C(C=CC1O)C1=CC(=CC=C1)C)N1CCN(CC1)C1=C(C(=CC=C1)Cl)Cl)=O